1,2,3-tris(2-cyanoethoxy)propane 3-(4-morpholinothieno[3,2-d]pyrimidin-2-yl)benzyl-acetate O1CCN(CC1)C=1C2=C(N=C(N1)C=1C=C(CCC(=O)O)C=CC1)C=CS2.C(#N)CCOCC(COCCC#N)OCCC#N